14-chloro-4,6,8,10,12-pentamethylpentadecyl methoxymethyl ether COCOCCCC(CC(CC(CC(CC(CC(C)Cl)C)C)C)C)C